4-hydroxybutanenitrile OCCCC#N